BrC=1C(=C2C=NC(=NN2C1C1CCN(CC1)CC(F)(F)F)N[C@H]1[C@@H](COCC1)O)F (3S,4R)-4-((6-bromo-5-fluoro-7-(1-(2,2,2-trifluoroethyl)piperidin-4-yl)pyrrolo[2,1-f][1,2,4]triazin-2-yl)amino)tetrahydro-2H-pyran-3-ol